2-(3,6-diazabicyclo[3.1.1]heptan-3-yl)-5-(methyl-sulfinyl)-7-(thiazol-2-yl)benzo[d]oxazole C12CN(CC(N1)C2)C=2OC1=C(N2)C=C(C=C1C=1SC=CN1)S(=O)C